6-((4-(dimethylamino)butanoyl)oxy)-11-((N-(3-hexylundecanoyl)-N-methylglycyl)oxy)-undecyl 3-hexylundecanoate C(CCCCC)C(CC(=O)OCCCCCC(CCCCCOC(CN(C)C(CC(CCCCCCCC)CCCCCC)=O)=O)OC(CCCN(C)C)=O)CCCCCCCC